FC1=C(C(=CC=C1)F)C(C(=O)N)O 2-(2,6-difluorophenyl)-2-hydroxyacetamide